ClC=1C(=CC(N(N1)CC1=C(C(=CC=C1C)OC)C)=O)C1=CC=C(C=C1)F 6-chloro-5-(4-fluorophenyl)-2-(3-methoxy-2,6-dimethylbenzyl)pyridazin-3(2H)-one